phenylmercaptouric acid C1(=CC=CC=C1)SN1C(=O)NC=2NC(=O)NC2C1=O